tert-butyl 1-[2-[4-[3-methyl-4-([1,2,4]triazolo[1,5-a]pyridin-7-yloxy)anilino]-6-nitro-quinazolin-7-yl]ethynyl]-3-azabicyclo[3.1.0]hexane-3-carboxylate CC=1C=C(NC2=NC=NC3=CC(=C(C=C23)[N+](=O)[O-])C#CC23CN(CC3C2)C(=O)OC(C)(C)C)C=CC1OC1=CC=2N(C=C1)N=CN2